(E,E)-1,3-Hexadecadien-1-ol C(=C\C=C\CCCCCCCCCCCC)/O